5-(1-aminoethyl)thiophene-3-carboxamidine NC(C)C1=CC(=CS1)C(=N)N